C(C)(C)(C)OC(=O)N1C[C@H]2N(C3=C(OC2)C(=C(C=C3)C(=O)O)C=O)CC1 (R)-3-(tert-butoxycarbonyl)-7-formyl-1,2,3,4,4a,5-hexahydrobenzo[b]pyrazino[1,2-d][1,4]oxazine-8-carboxylic acid